1-piperidino-2-propanol N1(CCCCC1)CC(C)O